{4-[(3S)-3-Aminopyrrolidin-1-yl]-2-tert-butyl-1-methyl-1,3-benzodiazol-5-yl}-1-(2,6-difluorophenyl)-6-oxopyridazin-3-carboxamide N[C@@H]1CN(CC1)C1=C(C=CC=2N(C(=NC21)C(C)(C)C)C)C=2C(=NN(C(C2)=O)C2=C(C=CC=C2F)F)C(=O)N